(2R,3R,4R,5S)-3,4,5-tris(benzyloxy)-2-methyl-1-((R)-pyrrolidin-3-ylmethyl)piperidine C(C1=CC=CC=C1)O[C@@H]1[C@H](N(C[C@@H]([C@H]1OCC1=CC=CC=C1)OCC1=CC=CC=C1)C[C@H]1CNCC1)C